C1(CC1)C([C@@H](C(=O)NC1=CC=C(C=C1)C=1C(=NNC1C)C)NC(=O)C=1N(N=NC1)C(C)C)C1CC1 N-[(1S)-1-(dicyclopropylmethyl)-2-[4-(3,5-dimethyl-1H-pyrazol-4-yl)anilino]-2-oxo-ethyl]-3-isopropyl-triazole-4-carboxamide